FC=1C(=CC=C2C(=CN=C(C12)N)C=1SC(=C(N1)CNC)C1CCOCC1)C1=CN=CN1C 8-fluoro-7-(1-methyl-1H-imidazole-5-yl)-4-(4-((methylamino)methyl)-5-(tetrahydro-2H-pyran-4-yl)thiazol-2-yl)isoquinolin-1-amine